(4-(4,4,5,5-tetramethyl-1,3,2-dioxaborolan-2-yl)pyridin-2-yl)cyclohexanecarboxamide CC1(OB(OC1(C)C)C1=CC(=NC=C1)C1(CCCCC1)C(=O)N)C